1-Cyclopentyl-3-methyl-8-(1-methyl-1H-indazol-5-yl)-7-(6-((tetrahydro-2H-pyran-4-yl)oxy)pyridin-3-yl)-3,6-dihydroimidazo[4,5-d]pyrrolo[2,3-b]pyridin-2(1H)-on C1(CCCC1)N1C(N(C=2C1=C1C(=NC2)NC(=C1C=1C=C2C=NN(C2=CC1)C)C=1C=NC(=CC1)OC1CCOCC1)C)=O